diazatridecane-5-one NNCCC(CCCCCCCC)=O